ClC=1C=C(C=CC1F)C(C=1NC(=C(N1)S(=O)(=O)C)COC)C1=CC(=C(C=C1)F)Cl 2-(bis(3-chloro-4-fluorophenyl)methyl)-5-(methoxymethyl)-4-(methylsulfonyl)-1H-imidazole